C[C@]12CC[C@H]3[C@H]([C@@H]1CC[C@@H]2O)CCC4=C3C=CC(=C4OC)O[C@H]5[C@@H]([C@H]([C@@H]([C@H](O5)C(=O)O)O)O)O The molecule is a steroid glucosiduronic acid that is 4-methoxy-17beta-estradiol having a single beta-D-glucuronic acid residue attached at position 3. It is a beta-D-glucosiduronic acid, a 17beta-hydroxy steroid, an aromatic ether and a steroid glucosiduronic acid. It derives from a 4-methoxy-17beta-estradiol. It is a conjugate acid of a 4-methoxy-17beta-estradiol 3-O-(beta-D-glucuronide)(1-).